2-Bromo-6-iodobenzonitril BrC1=C(C#N)C(=CC=C1)I